C12=CC(C(CC1C2(C)C)O)(C)O carene-3,4-diol